FC1=C(C=CC(=C1)F)N1N=CC(=N1)C(=O)NCC1(NC(NC1=O)=O)C=1SC=CN1 (2,4-difluorophenyl)-N-{[2,5-dioxo-4-(1,3-thiazol-2-yl)imidazolidin-4-yl]methyl}-2H-1,2,3-triazole-4-carboxamide